C(C)(C)(C)OC(=O)N1C(C[C@@H](C1)O[Si](C)(C)C(C)(C)C)=O (S)-4-((tert-butyldimethylsilyl)oxy)-2-oxopyrrolidine-1-carboxylic acid tert-butyl ester